NCCS(=O)(C)=N (2-aminoethyl)(imino)(methyl)-λ6-sulfanone